OC1CCC2(C1)CCN(CC2)C(=O)OC(C)(C)C tert-butyl 3-hydroxy-8-azaspiro[4.5]decane-8-carboxylate